C(=CCC)OP1(OCCO1)=O 2-butenoxy-2-oxo-1,3,2-dioxaphospholane